trimethyl-[2-[4-(trifluoromethoxy)phenyl]ethynyl]silane C[Si](C#CC1=CC=C(C=C1)OC(F)(F)F)(C)C